N1N=CN=C1[C@@H]1CN(CC1)C(=O)N1CC2(C1)CC(C2)CC=2C=C(C#N)C=C(C2)C(F)(F)F 3-[[2-[(3S)-3-(1H-1,2,4-triazol-5-yl)pyrrolidine-1-carbonyl]-2-azaspiro[3.3]heptan-6-yl]methyl]-5-(trifluoromethyl)benzonitrile